C(C1=CC=CC=C1)OCCCCOC=1C=C(C=CC1N1CCN(CC1)C)C1=NNC2=CC=C(C=C12)Br 3-{3-[4-(benzyloxy)butoxy]-4-(4-methylpiperazin-1-yl)phenyl}-5-bromo-1H-indazole